FC(C(=O)O)(F)F.FC(C1=CC=C(C=C1)S(=O)(=O)NC=1C=CC=C2C=CC(=NC12)CNCC(=O)N)(F)F 2-(((8-((4-(Trifluoromethyl)phenyl)sulfonamido)quinolin-2-yl)methyl)amino)acetamide trifluoroacetate